1-Iodo-4-(5-phenylpent-1-en-1-yl)benzene IC1=CC=C(C=C1)C=CCCCC1=CC=CC=C1